NC1=C2C(=NC=N1)N(N=C2C2=CC=C(C=C2)OC2=CC=CC=C2)C2CCN(CC2)CC=2C=C1CN(C(C1=CC2)=O)C2C(NC(CC2)=O)=O 3-(5-((4-(4-amino-3-(4-phenoxyphenyl)-1H-pyrazolo[3,4-d]pyrimidin-1-yl)piperidin-1-yl)methyl)-1-oxoisoindolin-2-yl)piperidine-2,6-dione